ClCl monochlorochloride